ClC1=C(O[Si](C)(C)C)C=CC=C1 (2-chlorophenoxy)trimethylsilane